5-Sulfoisophthalic acid tetrahydrate O.O.O.O.S(=O)(=O)(O)C=1C=C(C=C(C(=O)O)C1)C(=O)O